Cl.FC(C1(CNC1)O)(F)F 3-(trifluoromethyl)azetidine-3-ol hydrochloride